C(C)S(=O)(=O)NC1=CC=C(C=C1)C1=NNC(=C1C(=O)N)NC1=NC=C(N=C1)C(C)C 3-(4-(ethylsulfonamido)phenyl)-5-((5-isopropylpyrazin-2-yl)amino)-1H-pyrazole-4-carboxamide